NC1=CC(=C2C(N(CCCCCC(C3=NN=C(C1=N2)O3)(C(F)(F)F)O)CC3=CC=C(C=C3)Br)=O)C(F)(F)F 17-amino-12-[(4-bromophenyl)methyl]-6-hydroxy-6,15-bis(trifluoromethyl)-19-oxa-3,4,12,18-tetrazatricyclo[12.3.1.12,5]nonadeca-1(18),2,4,14,16-pentaen-13-one